FC1=NC=CC(=C1)C1=CC(=NN1C1=NC=CC=C1)O 5-(2-fluoropyridin-4-yl)-1-(pyridin-2-yl)-1H-pyrazol-3-ol